[C@H]12CN(C[C@H](CC1)N2)C=2C1=C(N=C(N2)OC[C@H]2N(CCC2)C)C(=C(N=C1)C1=CC(=CC2=CC=CC=C12)O)C 4-(4-((1R,5S)-3,8-diazabicyclo[3.2.1]octan-3-yl)-8-methyl-2-(((S)-1-methylpyrrolidin-2-yl)methoxy)pyrido[4,3-d]pyrimidin-7-yl)naphthalen-2-ol